(R)-5-(2,2-difluoroethyl)-N'-((2,4,5,6-tetrahydro-1H-cyclobuta[f]inden-3-yl)carbamoyl)-4,5,6,7-tetrahydrothieno[3,2-c]pyridine-2-sulfonimidamide FC(CN1CC2=C(CC1)SC(=C2)[S@@](=O)(N)=NC(NC2=C1C(=CC=3CCCC23)CC1)=O)F